1-Undecyl-2-butylpiperidinium cyanide [C-]#N.C(CCCCCCCCCC)[NH+]1C(CCCC1)CCCC